4-[1-[[3-[Methyl(2-phenoxyethyl)amino]tetrahydrofuran-3-carbonyl]amino]cyclopropyl]benzoic acid, hydrochloride Cl.CN(C1(COCC1)C(=O)NC1(CC1)C1=CC=C(C(=O)O)C=C1)CCOC1=CC=CC=C1